4-(4-(ethoxymethoxy)phenyl)-2-methylbut-3-en-2-ol C(C)OCOC1=CC=C(C=C1)C=CC(C)(O)C